[K+].C1CCC2=C(C=3CCCC3C=C12)NC(=O)NS(=O)(=O)CCC[N+](C)(C)C 3-(N-((1,2,3,5,6,7-Hexahydro-s-indacen-4-yl)carbamoyl)sulfamoyl)-N,N,N-trimethylpropan-1-aminium, Potassium Salt